5-[(3R)-3-aminocyclohexyl]-3-[(4-methanesulfonylphenyl)amino]pyrazine-2-carboxamide N[C@H]1CC(CCC1)C=1N=C(C(=NC1)C(=O)N)NC1=CC=C(C=C1)S(=O)(=O)C